perfluorobisphenol a FC1=C(O)C(=C(C(=C1F)C(C(F)(F)F)(C(F)(F)F)C1=C(C(=C(C(=C1F)F)O)F)F)F)F